ClC1=C(C=CC(=N1)NN1C(C(=C(C1=O)C)CCC(=O)N(CC)CC)=O)C(F)(F)F 3-(1-{[6-chloro-5-(trifluoromethyl)(2-pyridyl)]amino}-4-methyl-2,5-dioxoazoline-3-yl)-N,N-diethylpropanamide